COC1=C(CB2OC(C)(C)C(C)(C)O2)C=CC=C1 2-methoxybenzylboronic acid pinacol ester